(2-methoxypyridin-3-yl)(pyrrolidin-2-yl)methanone COC1=NC=CC=C1C(=O)C1NCCC1